FC=1C=C(C=CC1)[C@H](C)C1=C(C(=P(C=C1)=O)C1=CC=CC=C1)C1=CC=CC=C1 (S)-(1-(3-fluorophenyl)ethyl)diphenylphosphinine oxide